S(OC1=CC=C(C=C1)S(=O)(=O)C=C)(=O)(=O)F 4-(vinylsulfonyl)phenyl sulfurofluoridate